N-[(2-amino-3-fluoroquinolin-7-yl)methyl]-N-(4-fluoro-2-methanesulfonylphenyl)-1-(propan-2-yl)-1H-pyrazole-4-carboxamide NC1=NC2=CC(=CC=C2C=C1F)CN(C(=O)C=1C=NN(C1)C(C)C)C1=C(C=C(C=C1)F)S(=O)(=O)C